2-({8-Chloro-1-[trans-4-(pyridin-2-yloxy)cyclohexyl]-5,6-dihydro-4H-[1,2,4]triazolo[4,3-a][1]benzazepin-5-yl}oxy)-N,N-dimethylethanamin ClC=1C=CC2=C(CC(CC=3N2C(=NN3)[C@@H]3CC[C@H](CC3)OC3=NC=CC=C3)OCCN(C)C)C1